4-(5-(3-amino-1,4-dimethyl-1H-pyrazol-5-yl)-5-hydroxyoctahydro-pentalen-2-yl)-N-(3-chloro-4-fluorophenyl)-1-methyl-1H-imidazole-5-carboxamide NC1=NN(C(=C1C)C1(CC2CC(CC2C1)C=1N=CN(C1C(=O)NC1=CC(=C(C=C1)F)Cl)C)O)C